2-(2-Chlorophenyl)-N-(4-{1-[(2,2-dichloropropyl)methyl]-1H-pyrazol-4-yl}-3-sulfamoylphenyl)acetamide ClC1=C(C=CC=C1)CC(=O)NC1=CC(=C(C=C1)C=1C=NN(C1)CCC(C)(Cl)Cl)S(N)(=O)=O